C(C)(C)(C)C1=NOC(=N1)C(=O)N[C@@H]1CCCCC2=C1C=CC(=C2)C2=CC(=NC=C2)NC(=O)[C@@H]2CC21CCC1 3-(tert-butyl)-N-((R)-2-(2-((R)-spiro[2.3]hexane-1-carboxamido)pyridin-4-yl)-6,7,8,9-tetrahydro-5H-benzo[7]annulen-5-yl)-1,2,4-oxadiazole-5-carboxamide